NC1=CC=C(NC2=C(C=C(N)C=C2)S(=O)(=O)O)C=C1 4-(p-aminoanilino)-3-sulfoaniline